8-methyl-6,9-diazaspiro[4.5]decane CC1CNC2(CCCC2)CN1